C(CCC)N1C(N(C(C(C1=O)=C(N)N)=O)C1CCC2(CC(C2)N2C(NC(C(=C2)C)=O)=O)CC1)=O 1-Butyl-5-(diaminomethylene)-3-(2-(5-methyl-2,4-dioxo-3,4-dihydropyrimidin-1(2H)-yl)spiro[3.5]nonan-7-yl)pyrimidine-2,4,6(1H,3H,5H)-trione